FC1([C@H](CNCC1)C=1C=CC(=NC1)OC)F (S)-5-(4,4-difluoropiperidin-3-yl)-2-methoxypyridine